diiodo-methane ICI